C(C)OC(C(F)(F)C1=CC(=C(C=C1)OC)Cl)=O 2-(3-chloro-4-methoxyphenyl)-2,2-difluoroacetic acid ethyl ester